N-(4-(hydrazinecarbonyl)benzyl)-2-naphthylamide N(N)C(=O)C1=CC=C(C[N-]C2=CC3=CC=CC=C3C=C2)C=C1